N-(2-aminocyclohexyl)-2-aminoethanol NC1C(CCCC1)NCCO